C(C)(C)(C)C1CCC(CC1)OCC(CO)O 3-(4-tert-butylcyclohexyloxy)-1,2-propanediol